C(OCC)(OCCCl)=O ethyl (2-chloroethyl) carbonate